O[C@@H]1C[C@H](N(C1)C(C(C(C)C)C1=CC(=NO1)O)=O)C(=O)NCC1=CC=C(C=C1)C1=C(N=CS1)C (2S,4R)-4-hydroxy-1-[2-(3-hydroxy-1,2-oxazol-5-yl)-3-methylbutanoyl]-N-[4-(4-methyl-1,3-thiazol-5-yl)phenyl]methylpyrrolidine-2-carboxamide